1-(2-bromo-6-chloropyridin-3-yl)ethanone BrC1=NC(=CC=C1C(C)=O)Cl